rac-(5aR,6S,7S,8R,8aS)-5a-(4-bromophenyl)-3-chloro-7-(((2,2-difluoroethyl)amino)methyl)-1-methoxy-6-phenyl-5a,6,7,8-tetrahydro-8aH-cyclopenta[4,5]furo[3,2-c]pyridine-8,8a-diol BrC1=CC=C(C=C1)[C@]12[C@](C=3C(=NC(=CC3O1)Cl)OC)([C@@H]([C@@H]([C@H]2C2=CC=CC=C2)CNCC(F)F)O)O |r|